FC1=C(C=CC=C1)C1=NN=C2N1C1=CC=CC=C1C(=N2)NC (2-fluorophenyl)-N-methyl-[1,2,4]triazolo[4,3-a]quinazolin-5-amine